Cl.FC1=CC=CC2=C1CNC1=C(OCC2)C=C(C=2N1C=NN2)C=2C(=NC=CC2)C 12-fluoro-4-(2-methylpyridin-3-yl)-7,8,13,14-tetrahydro-[1,2,4]triazolo[4',3':1,6]pyrido[3,2-b]benzo[f][1,4]oxazonine hydrochloride